2-[(6-fluoro-1-benzothiophene-2-carbonyl)amino]-3-phenylpropionic acid FC1=CC2=C(C=C(S2)C(=O)NC(C(=O)O)CC2=CC=CC=C2)C=C1